CC(C)(C)P([C@H](C)[C-]1C(=CC=C1)P(C1CCCCC1)C1CCCCC1)C(C)(C)C.[CH-]1C=CC=C1.[Fe+2] (2R)-1-[(1R)-1-[bis(1,1-di-methylethyl)phosphino]ethyl]-2-(dicyclohexylphosphino)ferrocene